3-iodo-1H-pyrazolo[3,4-b]pyridine-4-carboxylic acid methyl ester COC(=O)C=1C2=C(N=CC1)NN=C2I